[N+]1(=[N-])C2=CC=C(C=C2)SSC2=CC=C1C=C2 4,4'-diazodiphenyldisulfide